4-(2-(N-methylmethylsulfonamido)benzamido)benzenesulfonyl chloride CN(S(=O)(=O)C)C1=C(C(=O)NC2=CC=C(C=C2)S(=O)(=O)Cl)C=CC=C1